orotic acid triethylamine salt C(C)N(CC)CC.C(C1=CC(=O)NC(=O)N1)(=O)O